(2-chloro-4-(1-(piperidin-4-yl)azetidin-3-ylamino)phenyl)(3,3-difluoroazetidin-1-yl)methanone hydrochloride Cl.ClC1=C(C=CC(=C1)NC1CN(C1)C1CCNCC1)C(=O)N1CC(C1)(F)F